N-(2-Fluoropropyl)-4-(trifluoromethyl)benzenesulfonamide FC(CNS(=O)(=O)C1=CC=C(C=C1)C(F)(F)F)C